FC1([C@H]2CN(C[C@@H]1CC2)C2=NC(=NC1=C(C(=CC=C21)C2=CC(=CC1=CC=CC(=C21)C#C)O)F)OC[C@]21CCCN1C[C@@H](C2)F)F 4-(4-((1R,5S)-8,8-difluoro-3-azabicyclo[3.2.1]octan-3-yl)-8-fluoro-2-(((2R,7aS)-2-fluorotetrahydro-1H-pyrrolizin-7a(5H)-yl)methoxy)quinazolin-7-yl)-5-ethynylnaphthalen-2-ol